CC1=C(C(=CC(=C1CC)OC(C)C)CC)O 2-methyl-3,6-diethyl-4-isopropoxyphenol